3-methyl-4,5-pentanediol CC(CC)C(CO)O